C1(=CC=CC=C1)SCCCCCC phenylthiomethyl-pentane